tert-butyl ((2R,5S)-5-((4-bromopyridin-2-yl)oxy)hexan-2-yl)carbamate BrC1=CC(=NC=C1)O[C@H](CC[C@@H](C)NC(OC(C)(C)C)=O)C